6-(trifluoromethyl)imidazo[1,2-a]pyrimidine-3-carboxylic acid FC(C=1C=NC=2N(C1)C(=CN2)C(=O)O)(F)F